trans-2-chloro-1,1,3-trifluoropropene ClC(=C(F)F)CF